2-(di-tert-butylphosphinomethyl)pyridine C(C)(C)(C)P(C(C)(C)C)CC1=NC=CC=C1